O=C1N(CCC1)CCNC(=O)[C@@H]1CN(CC[C@H]1NC(=O)C1=NOC(=C1)C1=C(C=C(C=C1)F)F)C1CCCCC1 (3R,4R)-1-cyclohexyl-4-{[5-(2,4-difluoro-phenyl)-isoxazole-3-carbonyl]-amino}-piperidine-3-carboxylic acid [2-(2-oxo-pyrrolidin-1-yl)-ethyl]-amide